C(C=C)OC=1C=C(C=CC1OC)NC1=NC=C(C(=N1)NC1=C(C(=O)NC)C=CC(=C1)OCCC=C)C(F)(F)F 2-((2-((3-(allyloxy)-4-methoxyphenyl)amino)-5-(trifluoromethyl)pyrimidin-4-yl)amino)-4-(but-3-en-1-yloxy)-N-methylbenzamide